ClCC(=O)NC=1C=C(C=CC1)NC(OCC1=CC=CC=C1)=O benzyl (3-(2-chloroacetamido)phenyl)carbamate